1-(3,5-dimethoxyphenyl)-3-(1H-indol-3-yl)-2-methylpropan-2-en-1-one COC=1C=C(C=C(C1)OC)C(C(=CC1=CNC2=CC=CC=C12)C)=O